C(C#C)OCCOCCNC(OCC1=CC=CC=C1)=O Benzyl (2-(2-(prop-2-yn-1-yloxy)ethoxy)ethyl)carbamate